1,4-dibromo-n-butane BrCCCCBr